C(C)(C)[C@]1(C(NC(N1)=O)=O)C1=CC=C(C=C1)C(=O)N1CCC(CC1)C=1SC2=C(N1)C=CC(=C2)C (R)-5-isopropyl-5-{4-[4-(6-methylbenzothiazol-2-yl)piperidine-1-carbonyl]phenyl}imidazolidine-2,4-dione